1-{[1-(4-chloro-3-fluorophenyl)-3-methyl-1H-1,2,4-triazol-5-yl]methyl}-3-{[1-(5-fluoroquinolin-3-yl)-1H-1,2,4-triazol-5-yl]methyl}urea ClC1=C(C=C(C=C1)N1N=C(N=C1CNC(=O)NCC1=NC=NN1C=1C=NC2=CC=CC(=C2C1)F)C)F